O=C1C=C(N=C(N1)C=1C=C(CNC(C(C)C)=O)C=CC1C(F)(F)F)C=1C=NC(=CC1)C(F)(F)F N-(3-{6-oxo-4-[6-(trifluoromethyl)pyridin-3-yl]-1,6-dihydropyrimidin-2-yl}-4-(trifluoromethyl)benzyl)isobutyramide